(5S,8R)-1-[(6-chloro-3-pyridinyl)methyl]-2,3,5,6,7,8-hexahydro-9-nitro-5,8-epoxy-1H-imidazo[1,2-a]-azepine ClC1=CC=C(C=N1)CN1CCN2C1=C([C@H]1CC[C@@H]2O1)[N+](=O)[O-]